dimethylbenzylmethyl acetate (2-methyl-1-phenylprop-2-yl acetate) CC(CC1=CC=CC=C1)(C)CC(=O)O.C(C)(=O)OC(CC1=CC=CC=C1)(C)C